3-chloro-6-methoxy-N-(tricyclo[3.3.1.13,7]decan-1-ylmethyl)pyridazine ClC=1NN(C(=CC1)OC)CC12CC3CC(CC(C1)C3)C2